C(C)(C)(C)OC(=O)N(C(C(=O)[O-])C(CCC(C)(C)C)=O)C(=O)OC(C)(C)C 2-[bis(t-Butoxycarbonyl) amino]-5-t-butyloxopentanoate